ClC1=CC(=C(C=C1)C1=CC=C(C=C1)C1CN(C1)C(=O)N1CCCCC1)S(=O)(=O)C 1-[3-[4-(4-Chloro-2-methylsulfonyl-phenyl)phenyl]azetidine-1-carbonyl]piperidine